8-((S)-1,2-Dimethyl-propyl)-2-{(S)-1-[4-(1-isobutyryl-piperidin-4-yloxy)-phenyl]-ethylamino}-8H-pyrido[2,3-d]pyrimidin-7-on C[C@@H](C(C)C)N1C(C=CC2=C1N=C(N=C2)N[C@@H](C)C2=CC=C(C=C2)OC2CCN(CC2)C(C(C)C)=O)=O